CC(C)(C)OC(=O)NCC1CCC(CC1)N tert-butyl (((1R,4R)-4-aminocyclohexyl)methyl)carbamate